OC1=C(CC2=C(C(=CC(=C2)C)CC2=C(C=CC(=C2)C)O)O)C=C(C=C1)C 2,6-bis-(2-hydroxy-5-methylbenzyl)-4-methylphenol